C(C)(C)(C)C=1CN(CCC1)C(=O)NC1=C(C=C(C(=C1)C=1C=C(C=2N(C1)C=CN2)N2CCOCC2)C)F 3-(tert-butyl)-N-(2-fluoro-4-methyl-5-(8-morpholinoimidazo[1,2-a]pyridin-6-yl)phenyl)-5,6-dihydropyridine-1(2H)-carboxamide